C1(C2C(CC1)O2)OC2C1C(CC2)O1 (2,3-epoxycyclopentyl) ether